butyl 5-(4-amino-3-iodo-1H-pyrazolo[3,4-d]pyrimidin-1-yl)-2-azabicyclo[2.2.1]heptane-2-carboxylate NC1=C2C(=NC=N1)N(N=C2I)C2C1CN(C(C2)C1)C(=O)OCCCC